B([O-])([O-])O.B(O)(O)O.B(O)(O)O.[Zn+2] zinc tri-borate